1-hexadec-9-enoyl-sn-glycerol 3-phosphate P(=O)(O)(O)OC[C@@H](COC(CCCCCCCC=CCCCCCC)=O)O